C1CCC2=C(C=3CCCC3C=C12)NC(=O)NS(=O)(=O)C1=CC(=C(O1)CN1CCN(CC1)C(=O)OC(C)(C)C)C(C)(C)O tert-butyl 4-[(5-[[(1,2,3,5,6,7-hexahydro-s-indacen-4-yl)carbamoyl]aminosulfonyl]-3-(2-hydroxypropan-2-yl)furan-2-yl)methyl]piperazine-1-carboxylate